(1r,4r)-4-hydroxy-N-(2-(3-phenylpropoxy)cyclobutyl)cyclohexane-1-carboxamide tert-Butyl-5-(3-aminopropyl)-2,2-dimethyl-pyrrolidine-1-carboxylate C(C)(C)(C)OC(=O)N1C(CCC1CCCN)(C)C.OC1CCC(CC1)C(=O)N[C@H]1C(CC1)OCCCC1=CC=CC=C1